C(C)(CC)OC(C)CC di-secondary butyl ether